(2-amino-5-(4-(6-chloro-5-fluoroindolin-1-yl)quinazolin-6-yl)pyridin-3-yl)(3-(dimethylamino)azetidin-1-yl)methanone NC1=NC=C(C=C1C(=O)N1CC(C1)N(C)C)C=1C=C2C(=NC=NC2=CC1)N1CCC2=CC(=C(C=C12)Cl)F